N-((3R,4S)-4-((6-(2,6-dichloro-3,5-dimethoxyphenyl)-8-(2-azaspiro[3.4]octan-2-yl)pyrido[3,4-d]pyrimidin-2-yl)amino)tetrahydro-furan-3-yl)acrylamide ClC1=C(C(=C(C=C1OC)OC)Cl)C1=CC2=C(N=C(N=C2)N[C@H]2[C@H](COC2)NC(C=C)=O)C(=N1)N1CC2(C1)CCCC2